FC=1C=CC2=C(CN(C3=NN4C(C(NCCO2)=O)=CN=C4C=C3)C)C1 10-fluoro-7-methyl-7,8,15,16-tetrahydro-3,6-ethenoimidazo[5,1-f][1,4,7,8,10]benzoxatetraazacyclotridecin-17(14H)-one